N1C(CSCC2=C1C=CC=C2)=O 1,5-Dihydrobenzo[e][1,4]thiazepin-2(3H)-one